C=1(C(=CC=CC1)N)C=1C(=CC=CC1)N (R/S)-1,1'-biphenyl-2,2'-diamine